4-(7'-fluoro-2'-oxo-spiro[cyclobutane-1,3'-indoline]-5'-yl)-3-methyl-4-oxo-butanoic acid FC=1C=C(C=C2C3(C(NC12)=O)CCC3)C(C(CC(=O)O)C)=O